C(C)OC(=O)C1=NC(=C(N=C1N1CCC(CC1)(C)C(C)NC(=O)OC(C)(C)C)C)Br 6-bromo-3-(4-(1-((tert-butoxycarbonyl)amino)ethyl)-4-methylpiperidin-1-yl)-5-methylpyrazine-2-carboxylic acid ethyl ester